NC[C@H]1CN(CC1)C1=C2C=C(N=CC2=CC(=C1)C1=C(C=CC=C1C)F)N 5-[(3S)-3-(aminomethyl)pyrrolidin-1-yl]-7-(2-fluoro-6-methyl-phenyl)isoquinolin-3-amine